S1C=NC2=C1C=C(C=C2)C2=CC=NC(N2C(C)C2=CC(=CC=C2)C=2C(=NOC2C)C)C 6-(1,3-benzothiazol-6-yl)-N-{1-[3-(3,5-dimethyl-1,2-oxazol-4-yl)phenyl]ethyl}-2-methylpyrimidin